Triallyl-styrene C(C=C)C(=C(CC=C)CC=C)C1=CC=CC=C1